4-[[(2R,3S,4S,5R)-3-(3,4-Difluoro-2-methoxy-phenyl)-4,5-dimethyl-5-(trifluoromethyl)tetrahydrofuran-2-carbonyl]amino]-3-methyl-pyridin-2-carboxamid FC=1C(=C(C=CC1F)[C@H]1[C@@H](O[C@]([C@H]1C)(C(F)(F)F)C)C(=O)NC1=C(C(=NC=C1)C(=O)N)C)OC